1-(4'-ethoxy-2,5-difluoro-[1,1'-biphenyl]-4-yl)ethan-1-one C(C)OC1=CC=C(C=C1)C1=C(C=C(C(=C1)F)C(C)=O)F